CC1C(C(CC=C1)(C)C)C(\C=C\C)=O (E)-1-(2,6,6-trimethyl-cyclohex-3-en-1-yl)but-2-en-1-one